N1CC(C1)C1=CC=C(N=N1)C1=C(C=C(C=C1F)C=1C=C(C=2N(C1)C=C(N2)C)F)O [6-(azetidin-3-yl)pyridazin-3-yl]-3-fluoro-5-{8-fluoro-2-methylimidazo[1,2-a]pyridin-6-yl}phenol